N-(2-(5-(3-cyano-6-(2-hydroxy-2-methylpropoxy)pyrazolo[1,5-a]pyridin-4-yl)pyridin-2-yl)-5-methyloctahydrocyclopenta[c]pyrrol-5-yl)-5-fluoro-2-methylbenzamide C(#N)C=1C=NN2C1C(=CC(=C2)OCC(C)(C)O)C=2C=CC(=NC2)N2CC1C(C2)CC(C1)(C)NC(C1=C(C=CC(=C1)F)C)=O